1-(tert-butyl) 3,5-dimethyl (3R*,5S*)-piperidine-1,3,5-tricarboxylate N1(C[C@@H](C[C@@H](C1)C(=O)OC)C(=O)OC)C(=O)OC(C)(C)C |o1:2,4|